N-[[(1R,3S)-3-[[5-[3-(azetidin-1-yl)-6-oxo-pyridazin-1-yl]-2-pyridyl]amino]cyclopentyl]methyl]-3-methyl-isoxazole-5-carboxamide N1(CCC1)C1=NN(C(C=C1)=O)C=1C=CC(=NC1)N[C@@H]1C[C@@H](CC1)CNC(=O)C1=CC(=NO1)C